[4-(5-formylpyridin-2-yl)-1H-1,2,3-triazol-1-yl]methyl pivalate C(C(C)(C)C)(=O)OCN1N=NC(=C1)C1=NC=C(C=C1)C=O